CN(CCC1=CC=C(C=C1)C1=CC=C(C=C1)CN1C2=NC(=NC=C2NC1=O)C1=C(C=CC=C1)C(C)C)C 9-((4'-(2-(dimethylamino)ethyl)-[1,1'-biphenyl]-4-yl)methyl)-2-(2-isopropylphenyl)-7,9-dihydro-8H-purin-8-one